N[C@@H](CC(=O)OCC)C=1SC(=CC1)C1=CC=CC=C1 ethyl (S)-3-amino-3-(5-phenylthiophen-2-yl)propanoate